4-((2-aminopyridin-4-yl)((4-oxochroman-7-yl)oxy)methyl)benzonitrile NC1=NC=CC(=C1)C(C1=CC=C(C#N)C=C1)OC1=CC=C2C(CCOC2=C1)=O